thiosalicylic acid trioctyl-ammonium salt C(CCCCCCC)[NH+](CCCCCCCC)CCCCCCCC.C(C=1C(S)=CC=CC1)(=O)[O-]